(1S,3R,5S)-3-(benzyloxycarbonylamino)-5-hydroxy-cyclohexanecarboxylic acid C(C1=CC=CC=C1)OC(=O)N[C@@H]1C[C@@H](C[C@@H](C1)O)C(=O)O